FC1=CC(=CC=C1C(=O)NC)B1OC(C(O1)(C)C)(C)C 6-fluoro-N-methyl-4-(4,4,5,5-tetramethyl-1,3,2-dioxaborolan-2-yl)benzamide